OC1[C@H]2[C@@H](N([C@@H](C(O1)O)C2)[C@@H](C)C2=CC=CC=C2)C(=O)OC Methyl (1R,5R,7R)-2,4-dihydroxy-6-((S)-1-phenylethyl)-3-oxa-6-azabicyclo[3.2.1]octane-7-carboxylate